methyl (3R)-2-(7-tert-butoxycarbonyl-7-azaspiro[3.5]nonan-2-yl)-3-ethyl-5-fluoro-3,4-dihydro-1H-isoquinoline-7-carboxylate C(C)(C)(C)OC(=O)N1CCC2(CC(C2)N2CC3=CC(=CC(=C3C[C@H]2CC)F)C(=O)OC)CC1